O[C@@]1([C@H](CCC1)N1C(C(=CC2=C1N=C(N=C2)NC2C(CN(CC2([2H])[2H])S(=O)(=O)C)([2H])[2H])C([2H])(F)F)=O)C([2H])([2H])[2H] (+)-8-((1S,2S)-2-hydroxy-2-(methyl-d3)cyclopentyl)-6-(difluoromethyl-d)-2-((1-(methylsulfonyl)piperidin-4-yl-3,3,5,5-d4)-amino)pyrido[2,3-d]pyrimidin-7(8H)-one